FC1=C(C#N)C=C(C=C1)CN1NC(C(C2=C1C=CC=C2)=O)C(=O)OC 2-fluoro-5-[(3-methoxycarbonyl-4-oxo-3,4-dihydrobenzopyridazin-1-yl)methyl]benzonitrile